C1(CCCC1)[C@H](CC(=O)N[C@@H](COC(F)F)C1=CC(=CC=C1)OC(F)F)O (S)-3-Cyclopentyl-N-((R)-2-(difluoromethoxy)-1-(3-(difluoromethoxy)phenyl)ethyl)-3-hydroxypropanamid